C(C)(C)(C)OC(=O)NC(C(=O)OC)C1CC=2N(CC1)C=NN2 methyl 2-((tert-butoxycarbonyl)amino)-2-(5,6,7,8-tetrahydro-[1,2,4]triazolo[4,3-a]pyridin-7-yl)acetate